7-(difluoro-methyl)-N-(1-methyl-imidazo[1,5-a]pyridin-3-yl)quinolin-4-amine FC(C1=CC=C2C(=CC=NC2=C1)NC1=NC(=C2N1C=CC=C2)C)F